ClC=1N=NC(=CC1C1CC1)C=1C(=NC(=NC1)OC)OC 3-chloro-4-cyclopropyl-6-(2,4-dimethoxypyrimidin-5-yl)pyridazine